8-methoxy-2-methyl-[1,2,4]triazolo[1,5-a]pyridine-6-carboxylic acid COC=1C=2N(C=C(C1)C(=O)O)N=C(N2)C